C(#N)N=S(=O)(NC(NC1=C2CCCC2=CC=2CCCC12)=O)\C=C\[C@]1(N(CCC1)CC)C (E)-N'-cyano-2-((S)-1-ethyl-2-methylpyrrolidin-2-yl)-N-((1,2,3,5,6,7-hexahydro-s-indacen-4-yl)carbamoyl)ethene-1-sulfonimidamide